(S)-4-(2-(4-(5-chloro-2-(4-chloro-1H-1,2,3-triazol-1-yl)phenyl)-2,5-dioxopiperazin-1-yl)-3-phenylpropanamido)-2-fluorobenzamide ClC=1C=CC(=C(C1)N1CC(N(CC1=O)[C@H](C(=O)NC1=CC(=C(C(=O)N)C=C1)F)CC1=CC=CC=C1)=O)N1N=NC(=C1)Cl